N-(1-cyano-2,2-dimethylhexyl)-4-methoxybenzenesulfonamide C(#N)C(C(CCCC)(C)C)NS(=O)(=O)C1=CC=C(C=C1)OC